FC1=C(C(=CC(=C1)NC1CC(C1)N1CCNCC1)F)C1C(NC(CC1)=O)=O 3-(2,6-difluoro-4-(((1r,3r)-3-(piperazin-1-yl)cyclobutyl)amino)phenyl)piperidine-2,6-dione